4-(2-(6-(3-(((2-(trifluoromethyl)pyridin-3-yl)oxy)methyl)piperidin-1-yl)-1H-pyrazolo[3,4-b]pyrazin-1-yl)ethyl)morpholine FC(C1=NC=CC=C1OCC1CN(CCC1)C1=CN=C2C(=N1)N(N=C2)CCN2CCOCC2)(F)F